BrC1=CC2=C(C3(OCC2)C[C@H](N(CC3)C(=O)OC(C)(C)C)C=3N=NN(C3)C[Si](C)(C)C)S1 tert-butyl (2S)-2'-bromo-2-(1-((trimethylsilyl)methyl)-1H-1,2,3-triazol-4-yl)-4',5'-dihydrospiro[piperidine-4,7'-thieno[2,3-c]pyran]-1-carboxylate